OCCCCCCC1C(CCCCCCCC(=O)O)O1 9,10-epoxy-16-hydroxyhexadecanoic acid